1-oxo-7-(2-oxo-oxazolidin-3-yl)-1H-isoquinoline-2,3-dicarboxylic acid 2-tert-butyl ester C(C)(C)(C)OC(=O)N1C(C2=CC(=CC=C2C=C1C(=O)O)N1C(OCC1)=O)=O